C1(CC1)N1N=CC(=C1)[C@H]1C=C(CCO1)C1=NC2=NC(=C(N=C2C(=N1)C1=C(C=C(C=C1)C(F)F)F)C)C 2-[(6R)-6-(1-cyclopropylpyrazol-4-yl)-3,6-dihydro-2H-pyran-4-yl]-4-[4-(difluoromethyl)-2-fluoro-phenyl]-6,7-dimethyl-pteridine